2-[[(1S)-5-chloro-8-hydroxy-1,2,3,4-tetrahydroisoquinolin-1-yl]methyl]isoindoline-1,3-dione hydrochloride Cl.ClC1=C2CCN[C@@H](C2=C(C=C1)O)CN1C(C2=CC=CC=C2C1=O)=O